(2-(4-iodophenyl)oxazol-4-yl)methanol IC1=CC=C(C=C1)C=1OC=C(N1)CO